(2S)-N-(4-(6-(3-oxa-8-azabicyclo[3.2.1]octan-8-yl)pyridin-2-yl)thiazol-2-yl)-1-(5-methyl-1-(methylsulfonyl)-1H-pyrrole-3-carbonyl)azetidine-2-carboxamide C12COCC(CC1)N2C2=CC=CC(=N2)C=2N=C(SC2)NC(=O)[C@H]2N(CC2)C(=O)C2=CN(C(=C2)C)S(=O)(=O)C